3-(5-(dimethylamino)-4-fluoro-2-isopropylphenyl)-2-iminothiazolidin-4-one CN(C=1C(=CC(=C(C1)N1C(SCC1=O)=N)C(C)C)F)C